nitrochlorobenzene, nitrophenolate salt [N+](=O)([O-])C1=C(C=CC=C1)[O-].[N+](=O)([O-])C1=C(C=CC=C1)Cl